C(CCC)N(CC)CC butyl-N,N-diethylamine